2-Ethyl-7-fluoro-3-(4-fluoro-2-methylphenyl)-6-iodoquinazolin-4(3H)-one C(C)C1=NC2=CC(=C(C=C2C(N1C1=C(C=C(C=C1)F)C)=O)I)F